N-[(1S,2S)-2-aminocyclohexyl]-3-{2-[(3,5-dichlorophenyl)amino]pyrimidin-4-yl}-1-methyl-1H-pyrazole-5-carboxamide N[C@@H]1[C@H](CCCC1)NC(=O)C1=CC(=NN1C)C1=NC(=NC=C1)NC1=CC(=CC(=C1)Cl)Cl